2-bromo-1-(4-(2-methoxyethoxy)phenyl)ethan-1-one BrCC(=O)C1=CC=C(C=C1)OCCOC